2,7-dicyano-10-methylphenothiazine C(#N)C1=CC=2N(C3=CC=C(C=C3SC2C=C1)C#N)C